5-chloro-4-fluoro-1H-indazol ClC=1C(=C2C=NNC2=CC1)F